(S)-3-amino-4-hydroxy-3-methylbutanoic acid N[C@@](CC(=O)O)(CO)C